N1=CNC2=C1C=CC=C2COC2=NN=C(S2)NC(=O)C2=C(C=NC=C2)C2=C(C=CC=C2)OC N-[5-(3H-1,3-benzodiazol-4-ylmethoxy)-1,3,4-thiadiazol-2-yl]-3-(2-methoxyphenyl)pyridine-4-carboxamide